N-((S)-2-((S,Z)-3-((((9H-fluoren-9-yl)methoxy)carbonyl)(methyl)amino)-2-oxo-3,4,7,8-tetrahydroazocin-1(2H)-yl)-3-(4-vinyl-phenyl)propanoyl)-N-methylglycine C1=CC=CC=2C3=CC=CC=C3C(C12)COC(=O)N([C@@H]1C(N(CC\C=C/C1)[C@H](C(=O)N(CC(=O)O)C)CC1=CC=C(C=C1)C=C)=O)C